C(CCCCCCC(C)C)(=O)[O-].[Na+] sodium isodecanoate